COC=1C=C(C=C(C1)OC)/C=C/C(=O)C1=CC=2C(=C3C=CC(OC3=CC2)(C)C)O1 (E)-3-(3,5-dimethoxyphenyl)-1-(7,7-dimethyl-7H-furo[2,3-f]chromen-2-yl)prop-2-ene-1-On